OC([C@H]([C@H]([C@H](C=O)O)O)O)(O)O dihydroxyribose